1-(methoxymethyl)cyclopropane-1-amine hydrochloride Cl.COCC1(CC1)N